COC(=O)C1(CCC2(C(CC3=CC=CC=C23)CCCOC2=C(C=NC=C2)C)CC1)NC1=CC(=CC=C1)Cl 4-(3-Chloroanilino)-2'-{3-[(3-methylpyridin-4-yl)oxy]propyl}-2',3'-dihydrospiro[cyclohexane-1,1'-indene]-4-carboxylic acid methyl ester